(S)-2-(chloromethyl)-7-methoxy-3-((oxetan-2-yl)methyl)-3H-imidazo[4,5-b]pyridine-5-carboxylic acid methyl ester COC(=O)C1=CC(=C2C(=N1)N(C(=N2)CCl)C[C@H]2OCC2)OC